ClC1=C(C=C(C=C1)C1=CN(C=2N=CN=C(C21)N)C)OC 5-(4-chloro-3-methoxyphenyl)-7-methyl-7H-pyrrolo[2,3-d]pyrimidin-4-amine